ClC1=CC2=C(N(C(=N2)C)C2=NC(=CC(=N2)OC)OC)C=C1 5-chloro-1-(4,6-dimethoxy-pyrimidin-2-yl)-2-methyl-1H-benzoimidazole